CC1=NN2C(N(C([C@H](CC2)NC(=O)C=2N=CC3=C(N2)C2(CCOCC2)OC3)=O)C)=C1 N-[(6S)-2,4-Dimethyl-5-oxo-7,8-dihydro-6H-pyrazolo[1,5-a][1,3]diazepin-6-yl]spiro[5H-furo[3,4-d]pyrimidin-7,4'-tetrahydropyran]-2-carboxamid